1-(3-chlorophenyl)-5-(3,5-dimethyl-isoxazol-4-yl)-6-methyl-2-oxo-1,2-dihydro-pyridine-3-carboxylic acid 4-methanesulfonyl-benzylamide CS(=O)(=O)C1=CC=C(CNC(=O)C=2C(N(C(=C(C2)C=2C(=NOC2C)C)C)C2=CC(=CC=C2)Cl)=O)C=C1